2-chloro-3-fluoro-1-[(1-methylcyclopropyl)methoxy]-4-nitro-benzene ClC1=C(C=CC(=C1F)[N+](=O)[O-])OCC1(CC1)C